FC1=CC=C2C(=NC=NC2=C1)N1CCC(CC1)CN1N=C(C=CC1=O)N1N=CC=C1 2-[[1-(7-fluoroquinazolin-4-yl)piperidin-4-yl]methyl]-6-pyrazol-1-ylpyridazin-3-one